cis-tert-butyl 1-carbamoyl-3-methyl-6-azabicyclo[3.1.1]heptane-6-carboxylate C(N)(=O)C12CC(CC(N1C(=O)OC(C)(C)C)C2)C